niobium-cerium fluorocarbon F[C].[Ce].[Nb]